lithium tertiary butyl acetate C(C)(=O)OC(C)(C)C.[Li]